methyl-pyridin-4-amine CC1=NC=CC(=C1)N